C(#N)C1=CC=C(C=C1)C(CN[C@@H](C(=O)NC1=NC=C(C=C1)N1C(C(N(CC1)C)=O)C)C1=CC=CC=C1)C (R)-2-((2-(4-cyanophenyl)propyl)amino)-N-(5-(2,4-dimethyl-3-oxopiperazin-1-yl)pyridin-2-yl)-2-phenylacetamide